O=C1NC(CCC1C1=C2C(NC(C2=CC=C1N1CCNCC1)=O)=O)=O (4-(2,6-dioxopiperidin-3-yl)-1,3-dioxoisoindolin-5-yl)piperazine